ClC=1C=2N(C=C(N1)C=1C=C(C=NC1OC)[C@@H](C)N([S@@](=O)C(C)(C)C)CC)C=CN2 (S)-N-((R)-1-(5-(8-chloroimidazo[1,2-a]pyrazin-6-yl)-6-methoxypyridin-3-yl)ethyl)-N-ethyl-2-methylpropane-2-sulfinamide